C(C)N(CC#C)C(C(C(C(C(C)O)O)O)O)O (ethyl(prop-2-yn-1-yl)amino)hexane-1,2,3,4,5-pentaol